ethyl 1-amino-5-chloro-3-methyl-1H-pyrrole-2-carboxylate NN1C(=C(C=C1Cl)C)C(=O)OCC